(5S)-2-[3-(difluoromethyl)bicyclo[1.1.1]pentan-1-yl]-5-(3,5-difluorophenyl)-2,5,6,7-tetrahydro-3H-pyrrolo[2,1-c][1,2,4]triazol-3-one FC(C12CC(C1)(C2)N2N=C1N(C2=O)[C@@H](CC1)C1=CC(=CC(=C1)F)F)F